C(CCCCCCCCC)[C@]1(O)[C@H](O)[C@@H](O)[C@H](O)[C@H](O1)CO 1-decyl-beta-D-glucose